FC1=C2C=CC=NC2=CC=C1NC1=NC=NC2=CC(=CC(=C12)O[C@H](C)C1COC1)N1CC2(COC2)C1 (R)-N-(5-fluoroquinolin-6-yl)-5-(1-(oxetan-3-yl)ethoxy)-7-(2-oxa-6-azaspiro[3.3]heptan-6-yl)quinazolin-4-amine